(R)-5-bromo-4-(difluoromethyl)-N-(3-methylbut-2-yl)pyridin-2-amine BrC=1C(=CC(=NC1)N[C@H](C)C(C)C)C(F)F